benzyl (1S,5R)-9-[3-[(4-tert-butoxycarbonylpiperazin-1-yl)methyl]phenyl]-3,9-diazabicyclo[3.3.1]nonane-3-carboxylate C(C)(C)(C)OC(=O)N1CCN(CC1)CC=1C=C(C=CC1)N1[C@@H]2CN(C[C@H]1CCC2)C(=O)OCC2=CC=CC=C2